Tert-butyl (4S)-4-methoxypentanoate CO[C@H](CCC(=O)OC(C)(C)C)C